C(#N)C=1NC(=C(N1)CO)CO 2-cyano-4,5-bis(hydroxymethyl)imidazole